FC1=C(C=2C=NC(=NC2C=C1C1=C(C2=C(OCCN2)N=C1)C)NC1=CC2=C(CCN(CC2)C)C=C1)N 6-fluoro-7-(8-methyl-2,3-dihydro-1H-pyrido[2,3-b][1,4]oxazin-7-yl)-N~2~-(3-methyl-2,3,4,5-tetrahydro-1H-3-benzazepin-7-yl)quinazoline-2,5-diamine